C(C)C=1C(C=CC1)(C)[Hf]N(C)C (ethylmethylcyclopentadienyl)(dimethylamino)hafnium